CC1=C(C(CCC1=O)(C)C)/C=C/C(=O)C 4-oxo-β-ionone